(S)-2-((S)-1-(4-fluorophenyl)-1,2,3,4-tetrahydroisoquinoline-2-carbonyl)-2,3-dihydro-4H-pyran-4-one FC1=CC=C(C=C1)[C@@H]1N(CCC2=CC=CC=C12)C(=O)[C@H]1OC=CC(C1)=O